CN1C(C=CC(=C1)C=1N=NC(=CC1)NC1C[C@@H]2[C@@H](CN(C2)CC2COCCC2)C1)=O 1-methyl-5-(6-(((3aR,5s,6aS)-2-((tetrahydro-2H-pyran-3-yl)methyl)octahydrocyclopenta[c]pyrrol-5-yl)amino)pyridazin-3-yl)pyridin-2(1H)-one